C(N)(OC1CC2(C1)CCN(CC2)C2=C(C=C(C=C2)NC2=NC=C(C(=N2)NC2=C(C=CC=C2)P(=O)(C)C)Cl)C(F)(F)F)=O (7-(4-((5-chloro-4-((2-(dimethylphosphoryl)phenyl)amino)pyrimidin-2-yl)amino)-2-(trifluoromethyl)phenyl)-7-azaspiro[3.5]nonan-2-yl) carbamate